NC(CCCC)(O)N diaminopentanol